C(#C)C1=C(C=O)C=CC=C1 2-ETHYNYLBENZALDEHYDE